5-((3,3-difluoro-1-methylpiperidin-4-yl)oxy)quinazolin FC1(CN(CCC1OC1=C2C=NC=NC2=CC=C1)C)F